BrC1=NN(C=2C1=NC(=C(C2)OC)C2=C(C(=CC=C2)C)C)C(C)(C)C 3-Bromo-1-(tert-butyl)-5-(2,3-dimethylphenyl)-6-methoxy-1H-pyrazolo[4,3-b]pyridine